N5-(2-ethoxycyclopropyl)-1-(2-fluoro-5-methylbenzyl)-N3-methyl-2-oxo-1,2-dihydropyridine-3,5-dicarboxamide C(C)OC1C(C1)NC(=O)C=1C=C(C(N(C1)CC1=C(C=CC(=C1)C)F)=O)C(=O)NC